COCCNCC(C)C1=CC=C(N(C)C2=CC=C(OC=3N=C(C4=C(N3)C=NC=C4)O)C=C2)C=C1 2-[4-[4-[1-(2-methoxyethyl-amino)propan-2-yl]-N-methylanilino]phenoxy]pyrido[3,4-d]pyrimidin-4-ol